4-(4-(hept-1-en-4-yloxy)phenyl)butan-2-one C=CCC(CCC)OC1=CC=C(C=C1)CCC(C)=O